CN1N=NC(=C1)C=1C=C2C=C(N=CC2=CC1)NC(CN1C[C@@H](OCC1)C)=O (S)-N-(6-(1-methyl-1H-1,2,3-triazol-4-yl)isoquinolin-3-yl)-2-(2-methylmorpholinyl)acetamide